C[C@@H]1O[C@@H](CN(C1)C1=CC=CC(=N1)C1=NC2=CC(=NC=C2C=C1)CNC(C1=NC=CC(=C1)S(=O)(=O)C)=O)C N-((2-(6-((cis)-2,6-dimethylmorpholino)pyridin-2-yl)-1,6-naphthyridin-7-yl)methyl)-4-(methylsulfonyl)picolinamide